C(C)N1CCN(CCC1)[C@H](CCC)C1=NC2=CC=C(C=C2C(N1C(C)C)=O)F (R)-2-(1-(4-ethyl-1,4-diazepan-1-yl)butyl)-6-fluoro-3-isopropylquinazoline-4(3H)-one